FC=1C=C(C=C(C1)N1N=CN=C1)C=O [3-fluoro-5-(1,2,4-triazol-1-yl)phenyl]methanone